NC=1C=C(C=CC1)S(=O)(=O)N 3-amino-benzene-1-sulfonamide